1-{1-[3-(1-sec-butylazetidin-3-yl)-5-chloro-2-methoxy-4-methylphenyl]ethyl}-3-methyl-1H-pyrazolo[3,4-d]pyrimidin-4-amine C(C)(CC)N1CC(C1)C=1C(=C(C=C(C1C)Cl)C(C)N1N=C(C=2C1=NC=NC2N)C)OC